5-[(3R,4S)-3,4-difluoropyrrolidin-1-yl]pentanoic acid F[C@@H]1CN(C[C@@H]1F)CCCCC(=O)O